3-(3-(5-fluoro-2-(((3S,4S)-4-fluoropiperidin-3-yl)amino)pyrimidin-4-yl)-7-methoxyimidazo[1,2-b]pyridazin-6-yl)cyclobutan-1-ol FC=1C(=NC(=NC1)N[C@H]1CNCC[C@@H]1F)C1=CN=C2N1N=C(C(=C2)OC)C2CC(C2)O